C(C)(C)(C)N1N=CC(=C1)C(=O)NCC1=NC(=NO1)C1=NN2C(C=CC=C2N[C@H]2[C@H](CN(CC2)C)F)=C1C(=C(F)F)F 1-(tert-butyl)-N-((3-(7-(((3S,4R)-3-fluoro-1-methylpiperidin-4-yl)amino)-3-(1,2,2-trifluorovinyl)pyrazolo[1,5-a]pyridin-2-yl)-1,2,4-oxadiazol-5-yl)methyl)-1H-pyrazole-4-carboxamide